FC1=CC=C(C=2N(C(=NC21)C=2C(=NON2)N)CC=2C=NC=CC2)F 4-[4,7-difluoro-1-(pyridin-3-ylmethyl)benzoimidazol-2-yl]-1,2,5-oxadiazol-3-amine